tert-butyl (2R,6S)-4-(8-carbamoylquinoxalin-5-yl)-2,6-dimethyl-piperazine-1-carboxylate C(N)(=O)C=1C=CC(=C2N=CC=NC12)N1C[C@H](N([C@H](C1)C)C(=O)OC(C)(C)C)C